Tert-butyl 4-(2-(4-(9-benzyl-6-(1-cyanocyclopropoxy)-9H-purin-8-yl)-3-chlorophenoxy)ethyl)piperazine-1-carboxylate Sodium hydride [H-].[Na+].C(C1=CC=CC=C1)N1C2=NC=NC(=C2N=C1C1=C(C=C(OCCN2CCN(CC2)C(=O)OC(C)(C)C)C=C1)Cl)OC1(CC1)C#N